(R)-6-((3-amino-2-hydroxypropyl)sulfonyl)-3-(4-(aminomethyl)piperidin-1-yl)-2-(2H-tetrazol-5-yl)benzenesulfonamide NC[C@H](CS(=O)(=O)C1=CC=C(C(=C1S(=O)(=O)N)C=1N=NNN1)N1CCC(CC1)CN)O